5-((5-(3-(4-(tert-butyl)pyridin-2-yl)cyclopentyl)-1H-pyrazol-3-yl)amino)-4-fluoro-1,3-dihydrobenzo[c]isothiazole 2,2-dioxide C(C)(C)(C)C1=CC(=NC=C1)C1CC(CC1)C1=CC(=NN1)NC1=C(C2=C(NS(C2)(=O)=O)C=C1)F